FC1=CC=C(C=C1)NC(=O)[C@H]1N([C@@H]2CC[C@H]1C2)C(=O)OC(C)(C)C tert-butyl (1R,3S,4S)-3-((4-fluorophenyl) carbamoyl)-2-azabicyclo[2.2.1]heptane-2-carboxylate